C(C)(C)(C)C1=C(C=C(C(=C1)OCC(F)(F)F)C(C)(C)C)OCC(F)(F)F 2,5-di-tert-butyl-1,4-bis(2,2,2-trifluoroethoxy)benzene